(R)-N-(3-chloro-2-fluorophenylmethyl)-2-((1-hydroxy-3-methylbut-2-yl)amino)acetamide sec-octyl-phthalate C(C)(CCCCCC)OC(C=1C(C(=O)O)=CC=CC1)=O.ClC=1C(=C(C=CC1)CNC(CN[C@@H](CO)C(C)C)=O)F